(2-tert-butoxy-2-oxo-ethyl) 4-[[4-[3-(2,4-dioxohexahydropyrimidin-1-yl)-7-fluoro-1-methyl-indazol-6-yl]piperazin-1-yl]methyl]piperidine-1-carboxylate O=C1N(CCC(N1)=O)C1=NN(C2=C(C(=CC=C12)N1CCN(CC1)CC1CCN(CC1)C(=O)OCC(=O)OC(C)(C)C)F)C